(S)-(5-(1,5-dimethyl-1H-pyrazol-3-yl)-1,3,4-oxadiazol-2-yl)(4-(4-fluoropyrazolo[1,5-a]pyridin-2-yl)-6,7-dihydro-1H-imidazo[4,5-c]pyridin-5(4H)-yl)methanone CN1N=C(C=C1C)C1=NN=C(O1)C(=O)N1[C@@H](C2=C(CC1)NC=N2)C2=NN1C(C(=CC=C1)F)=C2